2-(3-bromophenyl)-4-(2-chlorophenyl)-6-phenyl-1,3,5-triazine BrC=1C=C(C=CC1)C1=NC(=NC(=N1)C1=C(C=CC=C1)Cl)C1=CC=CC=C1